CC(CN)CC(CCN)(C)C 2,4,4-trimethylhexamethyleneDiamine